ClC1=NC=CC=C1 2-chloropyridine